(S)-1-(1-(1-chloro-pyridin-4-yl)ethyl)urea ClN1CC=C(C=C1)[C@H](C)NC(=O)N